1-(3-Methoxy-4-(methylthio)phenyl)ethan-1-amine COC=1C=C(C=CC1SC)C(C)N